6-(1-azidoethyl)-2-cyclopropylimidazo[1,2-a]pyridine N(=[N+]=[N-])C(C)C=1C=CC=2N(C1)C=C(N2)C2CC2